7-fluoro-5-((2'-(5-chloroisoindolin-2-yl)-[2,4'-bipyrimidin]-4-yl)ethynyl)-1H-indazole FC=1C=C(C=C2C=NNC12)C#CC1=NC(=NC=C1)C1=NC(=NC=C1)N1CC2=CC=C(C=C2C1)Cl